2,5-Diphenylpyrimidin C1(=CC=CC=C1)C1=NC=C(C=N1)C1=CC=CC=C1